C(C)OC=1C=C(C=CC1OCC)C(=O)N1CCN(CCC1)CCC1=CC=CC=C1 (3,4-Diethoxyphenyl)-[4-(2-phenylethyl)-1,4-diazepan-1-yl]methanone